C(C=C)(=O)NC=1C=C(C=CC1C)C1=C(NC2=NC=C(C=C21)C(=O)OC(C)C)C2=CC(=CC=C2)CN2CCN(CC2)C isopropyl 3-(3-acrylamido-4-methylphenyl)-2-(3-((4-methylpiperazin-1-yl)methyl)phenyl)-1H-pyrrolo[2,3-b]pyridine-5-carboxylate